6-(2-Methoxypyridin-4-yl)-N-(1-methyl-6-oxo-1,6-dihydropyridazin-3-yl)-2-phenylpyrimidine-4-carboxamide COC1=NC=CC(=C1)C1=CC(=NC(=N1)C1=CC=CC=C1)C(=O)NC1=NN(C(C=C1)=O)C